tert-butyl 4-(aminomethyl)-4-fluoropiperidine-1-carboxylate NCC1(CCN(CC1)C(=O)OC(C)(C)C)F